4-Chloro-6-(trifluoromethyl)quinoline ClC1=CC=NC2=CC=C(C=C12)C(F)(F)F